4-[(4-bromothiazol-2-yl)methyl]-1H-pyrazole-3-carboxylic acid ethyl ester C(C)OC(=O)C1=NNC=C1CC=1SC=C(N1)Br